ethyl 2-[(3-chloro-5-fluoropyridin-2-yl) methyl]-8-methyl-4,5-dihydro-2H-furo[2,3-g]indazole-7-carboxylate ClC=1C(=NC=C(C1)F)CN1N=C2C3=C(CCC2=C1)OC(=C3C)C(=O)OCC